NC=1C(C(=C(C(C1N)=O)N)N)=O 2,3,5,6-Tetraaminobenzoquinone